ClC1=C(CNC(=O)C2(C=3C=CC=NC3C(CC2)(O)CN(C)C)F)C(=CC(=C1)Cl)C N-(2,4-dichloro-6-meth-ylbenzyl)-8-((dimethylamino)methyl)-5-fluoro-8-hydroxy-5,6,7,8-tetra-hydroquinoline-5-carboxamide